C(C)(=O)C1=C(C2=C(N=C(N=C2)NC2=NC=C(C=C2)N2CCC(CC2)C(C2=CC=C(C=C2)CO)=O)N(C1=O)C1CCCC1)C 6-acetyl-8-cyclopentyl-2-((5-(4-(4-(hydroxymethyl)benzoyl)piperidin-1-yl)pyridin-2-yl)amino)-5-methylpyrido[2,3-d]pyrimidin-7(8H)-one